C1(CC1)N1N=C(N=C1)C1=CC=C(C=C1)C 1-cyclopropyl-3-(p-tolyl)-1,2,4-triazole